C(#C)C12CC(C1)(C2)NC(OC(C)(C)C)=O tert-butyl N-[3-ethynylbicyclo[1.1.1]pentan-1-yl]carbamate